CS(=O)(=O)CCN 2-methanesulfonylethylamine